CC1(CC1)[C@@H]1C[C@H](C=2N1N=CC2)NCC[C@]2(CCOC1(CCCC1)C2)C2=NC=CC=C2 (4R,6S)-6-(1-methylcyclopropyl)-N-(2-((R)-9-(pyridin-2-yl)-6-oxaspiro[4.5]decan-9-yl)ethyl)-5,6-dihydro-4H-pyrrolo[1,2-b]pyrazol-4-amine